FC1=C(C(=CC=C1)C)N1CCC(CC1)N1C(N(C=2C(C1)=NN(C2)C(=C)C)CC2=C(C=CC=C2)C(F)(F)F)=O 6-[1-(2-Fluoro-6-methyl-phenyl)-piperidin-4-yl]-2-isopropenyl-4-(2-trifluoromethyl-benzyl)-2,4,6,7-tetrahydro-pyrazolo[4,3-d]pyrimidin-5-on